C1CCCC12CCC(CC2)C(=O)O[C@@H]2[C@](O[C@H](C2)N2C1=NC(=NC(=C1N=C2)NC(CCCCCCCC)=O)F)(CO)C#C (2R,3S,5R)-2-ethynyl-5-(2-fluoro-6-nonanamido-9H-purin-9-yl)-2-(hydroxymethyl)tetrahydrofuran-3-yl spiro[4.5]decane-8-carboxylate